ClC1=NC=C2N(C=3N(C2=[N+]1[O-])C1(CCS(CC1)=O)CN3)C 2-chloro-5-methyl-2',3',5,5',6',7-hexahydrospiro[imidazo[1,2-e]purine-8,4'-thiopyran]-1,1'-dioxide